N-(5-(((3S,4S)-4-methoxypiperidin-3-yl)oxy)-7-(1-methyl-1H-pyrazol-4-yl)quinazolin-4-yl)benzo[d]thiazol-6-amine CO[C@@H]1[C@H](CNCC1)OC1=C2C(=NC=NC2=CC(=C1)C=1C=NN(C1)C)NC1=CC2=C(N=CS2)C=C1